9-(4-(4-(2,6-dimethylphenyl)pyridin-2-yl)phenyl)-N3,N3,N6,N6-tetraphenyl-9H-carbazole-3,6-diamine CC1=C(C(=CC=C1)C)C1=CC(=NC=C1)C1=CC=C(C=C1)N1C2=CC=C(C=C2C=2C=C(C=CC12)N(C1=CC=CC=C1)C1=CC=CC=C1)N(C1=CC=CC=C1)C1=CC=CC=C1